4-{7-[2-(dimethylamino)ethoxy]-[1,2,4]triazolo[1,5-a]pyridin-5-yl}-2-fluorobenzonitrile CN(CCOC1=CC=2N(C(=C1)C1=CC(=C(C#N)C=C1)F)N=CN2)C